N-((1,2,3,5,6,7-hexahydro-s-indacen-4-yl)carbamoyl)-4,5,6,7-tetrahydropyrazolo[1,5-a]pyridine-3-sulfonimidamide C1CCC2=C(C=3CCCC3C=C12)NC(=O)NS(=O)(=N)C=1C=NN2C1CCCC2